(R)-5-(7,7-difluoro-2-((2S,3R)-3-hydroxy-2-methylazetidin-1-yl)-6,7-dihydro-5H-cyclopenta[d]pyrimidin-4-yl)-2,3-dihydrospiro[indene-1,3'-morpholin]-5'-one FC1(CCC2=C1N=C(N=C2C=2C=C1CC[C@@]3(NC(COC3)=O)C1=CC2)N2[C@H]([C@@H](C2)O)C)F